4-benzyloxy-2-[4-(2-hydroxy-1,1-dimethyl-ethyl)-2-methyl-5-(trifluoromethyl)phenyl]-1,6-naphthyridine-5-carbonitrile C(C1=CC=CC=C1)OC1=CC(=NC=2C=CN=C(C12)C#N)C1=C(C=C(C(=C1)C(F)(F)F)C(CO)(C)C)C